C([O-])([O-])=O.[Na+].[Na+] disodium carbonate